C(C)(C)(C)OC(=O)N1CCC(=CC1)C1=NN(N=C1C(=O)OCC)COCC[Si](C)(C)C 4-(5-(ethoxycarbonyl)-2-((2-(trimethylsilyl)ethoxy)methyl)-2H-1,2,3-triazol-4-yl)-3,6-dihydropyridine-1(2H)-carboxylic acid tert-butyl ester